BrC=1C(=NN2C1OCC(C2)C)C2=NC=C(C=C2)F 3-Bromo-2-(5-fluoropyridin-2-yl)-6-methyl-6,7-dihydro-5H-pyrazolo[5,1-b][1,3]oxazine